C1(CC1)C1=CC(=CC=N1)C 6-cyclopropyl-4-methylpyridine